(1S,3S,5S)-5-methyl-2-((6-phenoxynicotinyl)glycyl)-2-azabicyclo[3.1.0]hexane-3-carboxylic acid benzyl ester C(C1=CC=CC=C1)OC(=O)[C@H]1N([C@H]2C[C@]2(C1)C)C(CNCC1=CN=C(C=C1)OC1=CC=CC=C1)=O